bis{(trimethylsilyl)oxy}trisiloxane C[Si](O[Si](O[SiH3])(O[SiH3])O[Si](C)(C)C)(C)C